COC(=O)C12CC(C1)(C2)C(=O)O 3-methoxycarbonylbicyclo[1.1.1]pentane-1-carboxylic acid